Cl.Cl.NC(CCN(C(CCC(=O)O)=O)CCCCCCCC(C)N)C 4-((3-aminobutyl) (8-aminononyl)amino)-4-oxobutanoate dihydrochloride